europium(III) methacrylate C(C(=C)C)(=O)[O-].[Eu+3].C(C(=C)C)(=O)[O-].C(C(=C)C)(=O)[O-]